BrC1=CC=C(C(=O)NC2=NC=CN=C2)C=C1 4-bromo-N-(pyrazin-2-yl)benzamide